C1(=CC=CC=C1)N(C(C1=CC=CC=C1)=O)SSN(C(C1=CC=CC=C1)=O)C1=CC=CC=C1 N,N'-dithiobis(N-phenyl-benzamide)